Cl.[N+](=O)([O-])C=1C=C(C=C(C1)C(F)(F)F)[C@@H](C)N (R)-1-(3-nitro-5-trifluoromethylphenyl)ethylamine hydrochloride